(E)-3-(1-(3,5-bis(trifluoromethyl) benzyl)-5-chloro-1H-indol-3-yl)-2-cyanoacrylate FC(C=1C=C(CN2C=C(C3=CC(=CC=C23)Cl)/C=C(/C(=O)[O-])\C#N)C=C(C1)C(F)(F)F)(F)F